4-(benzo[d][1,3]dioxol-5-ylmethyl)-N-(1H-indol-3-yl)-3-oxo-3,4-dihydro-2H-benzo[b][1,4]thiazine-7-carboxamide O1COC2=C1C=CC(=C2)CN2C1=C(SCC2=O)C=C(C=C1)C(=O)NC1=CNC2=CC=CC=C12